C(C)(C)(C)OC(=O)N1CCC(CC1)[C@@H]1CNCC1 4-[(3R)-pyrrolidin-3-yl]piperidine-1-carboxylic acid tert-butyl ester